C(C)(=O)N1\C(\C(C2=CC=CC=C12)=O)=C/C1=NC2=CC=C(C=C2C=C1)C(=O)N1CCCCC1 (Z)-1-(2-((1-acetyl-3-oxoindolin-2-ylidene)meth-yl)quinoline-6-carbonyl)piperidine